(+-)-N-[5-(2-chloro-5-cyanophenyl)-1H-indazol-3-yl]-6,6-dimethylpiperidine-3-carboxamide ClC1=C(C=C(C=C1)C#N)C=1C=C2C(=NNC2=CC1)NC(=O)[C@H]1CNC(CC1)(C)C |r|